2-(2-(((4-morpholinobenzo[d]thiazol-2-yl)methyl)carbamoyl)-2,3-dihydro-1H-inden-2-yl)acetic acid O1CCN(CC1)C1=CC=CC2=C1N=C(S2)CNC(=O)C2(CC1=CC=CC=C1C2)CC(=O)O